2-(5-(3-(1-(7-((Tert-Butyldimethylsilyl)oxy)-1-(3-(3-ethoxy-3-oxopropyl)phenyl)-6,6-dimethylheptyl)-1H-pyrazol-3-yl)-4-fluorophenoxy)-6-fluoro-1-tosyl-1H-indol-4-yl)acetic acid [Si](C)(C)(C(C)(C)C)OCC(CCCCC(C1=CC(=CC=C1)CCC(=O)OCC)N1N=C(C=C1)C=1C=C(OC=2C(=C3C=CN(C3=CC2F)S(=O)(=O)C2=CC=C(C)C=C2)CC(=O)O)C=CC1F)(C)C